2,4,6-trimethylphenylisonitrile CC1=C(C(=CC(=C1)C)C)[N+]#[C-]